cerium sodium sulfate S(=O)(=O)([O-])[O-].[Na+].[Ce+3].S(=O)(=O)([O-])[O-]